dimethyl-propoxy(2-isopropenylphenyl)silane C[Si](C1=C(C=CC=C1)C(=C)C)(OCCC)C